tert-butyl (4R)-2-(2-bromoacetyl)-4-(2,3,6-trifluorophenyl)pyrrolidine-1-carboxylate BrCC(=O)C1N(C[C@H](C1)C1=C(C(=CC=C1F)F)F)C(=O)OC(C)(C)C